C(CCC)SC1=C(C=C(C=C1OC)CCNCC1=C(C=CC=C1)OC)OC 2-(4-(butylthio)-3,5-dimethoxyphenyl)-N-(2-methoxybenzyl)ethanamine